C(C)(C)(C)C=1C=C(CO)C=C(C1)C(C)(C)C 3,5-di-tert-butyl-benzyl alcohol